CN(C1CCN(CC1)C(=O)OC(C)(C)C)C=1N=NC(=CC1)C=1C=CC(=C2C=NN(C12)COCC[Si](C)(C)C)C1=NN(N=C1)C tert-butyl 4-[methyl({6-[4-(2-methyl-1,2,3-triazol-4-yl)-1-{[2-(trimethylsilyl)ethoxy] methyl}indazol-7-yl]pyridazin-3-yl})amino]piperidine-1-carboxylate